(R)-N-[(1S)-2-[(tert-butyldimethylsilyl)oxy]-1-(2-ethyl-3,6-dimethyl-4-oxo-3,4-dihydroquinazolin-8-yl)ethyl]-2-methylpropane-2-sulfinamide [Si](C)(C)(C(C)(C)C)OC[C@H](C=1C=C(C=C2C(N(C(=NC12)CC)C)=O)C)N[S@](=O)C(C)(C)C